ClC1=NC=C2C1=C(NN=C2C)O 7-chloro-4-methylpyrrolo[3,4-d]pyridazin-1-ol